acrylic acid tricyclo[5.2.1.02,6]Decane-8-yloxyethyl ester C12C3CCCC3C(C(C1)OCCOC(C=C)=O)C2